N-(4-chloropyridin-2-yl)pivalamide aluminum-aluminum [Al].[Al].ClC1=CC(=NC=C1)NC(C(C)(C)C)=O